Dimethyl 4-(7-cyanobenzo[b]thiophen-3-yl)-2-cyclopropyl-6-formyl-1,4-dihydropyridine-3,5-dicarboxylate C(#N)C1=CC=CC2=C1SC=C2C2C(=C(NC(=C2C(=O)OC)C=O)C2CC2)C(=O)OC